C(C1=CC=CC=C1)C1=CC=C(C=C1)OC 1-benzyl-4-methoxy-benzene